4-(4-chloro-2-fluorophenyl)-2-((2R,4S)-2-(1-cyclopropyl-1H-pyrazol-4-yl)tetrahydro-2H-pyran-4-yl)-6,7-dimethylpyrido[3,2-d]pyrimidine ClC1=CC(=C(C=C1)C=1C2=C(N=C(N1)[C@@H]1C[C@@H](OCC1)C=1C=NN(C1)C1CC1)C=C(C(=N2)C)C)F